O1C(=NC2=C1C=CC=C2)C=2N=C(N(C(C2O)=O)C)N2[C@H](C1=CC(=CC=C1CC2)C(=O)N)C2=C(C=CC=C2)OC (R)-2-(4-(benzo[d]oxazol-2-yl)-5-hydroxy-1-methyl-6-oxo-1,6-dihydropyrimidin-2-yl)-1-(2-methoxyphenyl)-1,2,3,4-tetrahydroisoquinoline-7-carboxamide